C(C)(C)(C)OC(=O)N1CCC2(CN(C2)CCO)CC1 [2-(2-hydroxyethyl)-2,7-diazaspiro[3.5]nonan-7-yl]carboxylic acid tert-butyl ester